4-(4-(1-(6-Chloronaphthalen-2-yl)-7-oxo-3-(trifluoromethyl)-4,5-dihydro-1H-pyrazolo[3,4-c]pyridin-6(7H)-yl)piperidin-1-yl)morpholin-3-one ClC=1C=C2C=CC(=CC2=CC1)N1N=C(C2=C1C(N(CC2)C2CCN(CC2)N2C(COCC2)=O)=O)C(F)(F)F